2-[(3-bromophenyl)thio]-5-phenyl-1H-pyrrole-3-carbonitrile BrC=1C=C(C=CC1)SC=1NC(=CC1C#N)C1=CC=CC=C1